1-(4-(10-([1,1'-biphenyl]-4-yl)anthracene-9-yl)phenyl)-2-ethyl-1H-benzo[d]-imidazole C1(=CC=C(C=C1)C1=C2C=CC=CC2=C(C2=CC=CC=C12)C1=CC=C(C=C1)N1C(=NC2=C1C=CC=C2)CC)C2=CC=CC=C2